4-vinyl-1,2-difluorobenzene C(=C)C1=CC(=C(C=C1)F)F